FCC1(C(NC(N1)=O)=O)C1=CC=C(C=C1)C(=O)N1CCC(CC1)C(C1=CC=C(C=C1)C)=O 5-fluoromethyl-5-{4-[4-(4-methylbenzoyl)piperidine-1-carbonyl]phenyl}imidazolidine-2,4-dione